5-(4-(difluoromethoxy)phenyl)-N3-(2-((2R,6S)-2,6-dimethylmorpholino)-5-fluoropyrimidin-4-yl)pyridazine-3,6-diamine FC(OC1=CC=C(C=C1)C=1C=C(N=NC1N)NC1=NC(=NC=C1F)N1C[C@H](O[C@H](C1)C)C)F